2-(4-{3-chloro-4-[(3,5-difluoropyridin-2-yl)methoxy]-3',6-dimethyl-2-oxo-[1,4'-bipyridin]-2'-yl}pyrimidin-2-yl)-2-methylpropanoic acid ClC=1C(N(C(=CC1OCC1=NC=C(C=C1F)F)C)C1=C(C(=NC=C1)C1=NC(=NC=C1)C(C(=O)O)(C)C)C)=O